C(C)(C)(C)C=1C(=C(C=C(C1)C(C)(C)C)N1N=C2C(=N1)C=CC=C2)O 2-(3',5'-di-tert-butyl-2'-hydroxyphenyl)benzotriazole